Cl.C[C@H]1[C@@H](CNC1)C(=O)OC methyl (3S,4S)-4-methylpyrrolidine-3-carboxylate hydrochloride